C(C)(C)C1=NC=CC2=CC=NC=C12 isopropyl-2,7-naphthyridine